2-[3-(ethylsulfanyl)-5,6-dihydro-4H-cyclopenta[b]thiophen-2-yl]-3-methyl-6-(trifluoromethyl)-3H-imidazo[4,5-c]pyridine C(C)SC=1C2=C(SC1C1=NC3=C(C=NC(=C3)C(F)(F)F)N1C)CCC2